BrC=1C=C2CCN(CC2=CC1[N+](=O)[O-])C(C(F)(F)F)=O 1-(6-bromo-7-nitro-3,4-dihydro-1H-isoquinolin-2-yl)-2,2,2-trifluoro-ethanone